CC(CN)N 1-methylethylenediamine